FC=1C=C(C=C(C1OCC(C)(C)O)F)C=1C(CC(NN1)=O)C 6-[3,5-difluoro-4-(2-hydroxy-2-methylpropoxy)phenyl]-5-methyl-4,5-dihydro-2H-pyridazin-3-one